COC(COC1=CC=C(C=C1)C1=NC=CC=N1)=O [4-(2-Pyrimidinyl)phenoxy]acetic acid methyl ester